2-fluoro-5-((hydroxyimino)methyl)benzonitrile FC1=C(C#N)C=C(C=C1)C=NO